zinc acetyltaurate salt C(C)(=O)NCCS(=O)(=O)[O-].[Zn+2].C(C)(=O)NCCS(=O)(=O)[O-]